N-(1-cyanocyclopropyl)-9-(5-(difluoromethyl)-1,3,4-thiadiazol-2-yl)-4-mercapto-9H-pyrimido[4,5-b]indole-7-sulfonamide C(#N)C1(CC1)NS(=O)(=O)C1=CC=C2C3=C(N(C2=C1)C=1SC(=NN1)C(F)F)N=CN=C3S